5-(4'-methoxyphenyl)-s-triazine COC1=CC=C(C=C1)N1CN=CN=C1